(12R)-12-methyl-13-oxa-4,5,9,18,19,22-hexaazatetracyclo[12.5.2.12,5.017,20]docosa-1(19),2(22),3,14(21),15,17(20)-hexaen-8-one C[C@@H]1CCNC(CCN2N=CC(C3=NNC=4C=CC(O1)=CC34)=N2)=O